CC1=NC=C(C=C1C=1C=NC=CC1)O Methyl-[3,3'-bipyridine]-5-ol